N-(5-((methylamino)methyl)-2-(pyridin-4-yl)phenyl)benzenesulfonamide CNCC=1C=CC(=C(C1)NS(=O)(=O)C1=CC=CC=C1)C1=CC=NC=C1